4-[[5-(4-aminophenyl)tetrazol-2-yl]methyl]benzohydroxamic acid NC1=CC=C(C=C1)C=1N=NN(N1)CC1=CC=C(C(=O)NO)C=C1